Cl.CN1N=CC(=C1)N 1-methyl-1H-pyrazol-4-amine hydrochloride